BrC1=C(NC(C2=CC=CC=C12)=O)C1=CC=C(C=C1)I 4-bromo-3-(4-iodophenyl)isoquinolin-1(2H)-one